C(C)(=O)O[C@@H]1[C@H](O[C@@H]([C@H]([C@@H]1OC(C)=O)OC(C)=O)COC(C)=O)OCCN(C(CCCCCNC(OCC1=CC=CC=C1)=O)=O)CCO[C@@H]1[C@@H](OC(C)=O)[C@@H](OC(C)=O)[C@H](OC(C)=O)[C@H](O1)COC(C)=O Benzyl [6-(bis{2-[(2,3,4,6-tetra-O-acetyl-α-D-mannopyranosyl)oxy]ethyl}amino)-6-oxohexyl]carbamate